xylopentose O=C[C@H](O)[C@@H](O)[C@H](O)CO